4-(2-(3-Chloro-5-fluorophenyl)-6-fluoro-2H-pyrazolo[4,3-b]pyridin-7-yl)-2-cyclopentylbenzoic acid ClC=1C=C(C=C(C1)F)N1N=C2C(N=CC(=C2C2=CC(=C(C(=O)O)C=C2)C2CCCC2)F)=C1